CC1(OB(OC1(C)C)C=1C=CC(=NC1)C=O)C 5-(4,4,5,5-tetramethyl-1,3,2-dioxaborolan-2-yl)pyridine-2-carbaldehyde